C(C)N(C(=O)C1=CC=C2N=CC=3N(C2=C1)C(=NC3C)C)CC3=NC=C(C=C3)C(F)(F)F N-ethyl-1,3-dimethyl-N-(5-(trifluoromethyl)pyridin-2-ylmethyl)Imidazo[1,5-a]quinoxaline-8-carboxamide